2-(4-(5-chloro-2-(4-(trifluoromethyl)-1H-1,2,3-triazol-1-yl)phenyl)-2,5-dioxopiperazin-1-yl)-3-phenylpropanoic acid ClC=1C=CC(=C(C1)N1CC(N(CC1=O)C(C(=O)O)CC1=CC=CC=C1)=O)N1N=NC(=C1)C(F)(F)F